4-(2-Chloro-5-fluorophenyl)-3-(3-fluoro-5-trifluoromethylbenzoylamino)-6-oxo-N-((6-trifluoromethylpyridin-3-yl)methyl)-4,5,6,7-tetrahydrothieno[3,4-c]pyridine-1-carboxamide ClC1=C(C=C(C=C1)F)C1NC(CC=2C1=C(SC2C(=O)NCC=2C=NC(=CC2)C(F)(F)F)NC(C2=CC(=CC(=C2)C(F)(F)F)F)=O)=O